FC1(CN(C1)C(CN1C=NN2C(C1=O)=C(C=C2C2(CCC2)O)C=2C=C(C=CC2)C)=O)C 3-[2-(3-fluoro-3-methyl-azetidin-1-yl)-2-oxo-ethyl]-7-(1-hydroxycyclobutyl)-5-(m-tolyl)pyrrolo[2,1-f][1,2,4]triazin-4-one